N[C@@H]1[C@H](COC2=CC(=CC=C12)F)OCC(C)(O)C 1-[(3R,4S)-4-AMINO-7-FLUORO-CHROMAN-3-YL]OXY-2-METHYL-PROPAN-2-OL